(((2,4,6-trioxo-1,3,5-triazinane-1,3,5-triyl)tris(ethane-2,1-diyl))tris(sulfanediyl))-tris(nonane-9,1-diyl) tris(sulfate) S(=O)(=O)(OCCCCCCCCCSCCN1C(N(C(N(C1=O)CCSCCCCCCCCCOS(=O)(=O)[O-])=O)CCSCCCCCCCCCOS(=O)(=O)[O-])=O)[O-]